FC1=CC=C(C=C1)C=1SC(=CN1)B1OC(C(O1)(C)C)(C)C 2-(4-fluorophenyl)-5-(4,4,5,5-tetramethyl-1,3,2-dioxaborolan-2-yl)thiazole